tert-butyl (1-(7-bromo-1-methyl-1H-benzo[d][1,2,3]triazol-4-yl)piperidin-4-yl)(ethyl)carbamate BrC1=CC=C(C2=C1N(N=N2)C)N2CCC(CC2)N(C(OC(C)(C)C)=O)CC